N(C1=CC=CC=C1)C1=CC(NC(N1)=O)=O 6-Anilinouracil